2-(3-fluoropyrrolidin-1-yl)ethan-1-amine FC1CN(CC1)CCN